4'-(4-amyl-cyclohexyl)-biphenyl-4-amine C(CCCC)C1CCC(CC1)C1=CC=C(C=C1)C1=CC=C(C=C1)N